(tert-butyldiphenylsiloxy)-1-cyclopentene-1-carbaldehyde O([Si](C1=CC=CC=C1)(C1=CC=CC=C1)C(C)(C)C)C1=C(CCC1)C=O